3-fluoro-4-(prop-1-ynyl)-6-(tetrahydro-1H-pyrrol-1-yl)benzene-1-carbonitrile FC=1C=C(C(=CC1C#CC)N1CCCC1)C#N